4-bromo-2-methyl-5,6,7,8-tetrahydro-2,6-naphthyridin-1-one BrC1=CN(C(C=2CCNCC12)=O)C